OC1=CC=C(C=C1)C(C)(C1=CC=C(C=C1)O)C1=CC=C(C=C1)O 1,1,1-tris-(4-hydroxyphenyl)ethane